2-chloro-6-cyclopropoxynicotinonitrile ClC1=C(C#N)C=CC(=N1)OC1CC1